N-(3-{5,7-dimethoxy-[1,3]thiazolo[4,5-b]pyridin-6-yl}-1H-pyrrolo[2,3-b]pyridin-6-yl)-2-[(dimethylamino)methyl]cyclopropane-1-carboxamide COC1=C(C(=C2C(=N1)N=CS2)OC)C2=CNC1=NC(=CC=C12)NC(=O)C1C(C1)CN(C)C